4-(5-(hydroxymethyl)-1,3-thiazol-2-yl)piperidine-1-carboxylic acid tert-butyl ester C(C)(C)(C)OC(=O)N1CCC(CC1)C=1SC(=CN1)CO